The molecule is a neolignan isolated from the whole plant of Bidens parviflora that has been found to inhibit histamine release from the peritoneal exudate mast cells induced by antigen-antibody reaction. It has a role as a metabolite and a histamine antagonist. It is a member of phenols, an aromatic ether, a beta-D-glucoside, a primary alcohol, a beta-hydroxy ketone, a secondary alcohol, a neolignan and an aromatic ketone. COC1=CC(=CC(=C1O[C@H]2[C@@H]([C@H]([C@@H]([C@H](O2)CO)O)O)O)C(CC(=O)C3=CC(=C(C=C3)O)OC)O)/C=C/CO